bipyridyl chromium [Cr].N1=C(C=CC=C1)C1=NC=CC=C1